C(#N)C=1C(=NC(=CC1C(F)(F)F)C)N1[C@@H](C[C@@H](C1)O)C(=O)N(C)C1=CC(=CC(=C1)F)F (2s,4s)-1-(3-cyano-6-methyl-4-(trifluoromethyl)pyridin-2-yl)-N-(3,5-difluorophenyl)-4-hydroxy-N-methylpyrrolidine-2-carboxamide